Cl[C@@]([C@]([C@](C(=O)C(C)=O)(O)C(C)=O)(O)C(C)=O)(O)CO chloro-triacetyl-ribose